(S)-1-(5-((4-isobutyl-3-methylpiperazin-1-yl)methyl)pyrazolo[1,5-a]pyridin-3-yl)pyrimidine-2,4(1H,3H)-dione C(C(C)C)N1[C@H](CN(CC1)CC1=CC=2N(C=C1)N=CC2N2C(NC(C=C2)=O)=O)C